N-[3-(2,3-dichloro-6-fluorophenyl)pyrrolidin-3-yl]-1,3-dimethylindazol-6-amine hydrochloride Cl.ClC1=C(C(=CC=C1Cl)F)C1(CNCC1)NC1=CC=C2C(=NN(C2=C1)C)C